2,2-bis(4-hydroxyphenyl)adamantane OC1=CC=C(C=C1)C1(C2CC3CC(CC1C3)C2)C2=CC=C(C=C2)O